trans-Vinyl Phosphonate P(OC=C)([O-])=O